C(C)OC(C(C(C=C)OC(C)(C)C)(C(F)(F)F)OCC1=CC=CC=C1)=O 2-benzyloxy-3-tert-butoxy-2-(trifluoromethyl)pent-4-enoic acid ethyl ester